6-fluoro-8-(4-tolyl)-3,4-dihydrobenzo[e][1,2,3]oxathiazine 2,2-dioxide FC=1C=C(C2=C(CNS(O2)(=O)=O)C1)C1=CC=C(C=C1)C